3-methylbutanediol CC(CC(O)O)C